COC1=CC(=CC=2N1C=CN2)C=2N=NN(C2C)C2CCN(CC2)C(=O)OC(C)(C)C tert-butyl 4-(4-[5-methoxyimidazo[1,2-a]pyridin-7-yl]-5-methyl-1,2,3-triazol-1-yl)piperidine-1-carboxylate